OC(CNCC1CN(C1)C(CC1=C(C=C(C=C1)OCCCC1CCN(CC1)C1=NC=C(C=N1)CC)F)=O)(CO)CO 1-(3-(((2,3-dihydroxy-2-(hydroxymethyl)propyl)amino)methyl)-azetidin-1-yl)-2-(4-(3-(1-(5-ethylpyrimidin-2-yl)piperidin-4-yl)propoxy)-2-fluorophenyl)ethan-1-one